CC1=C(C(=O)P(CC(C)C)(C(C2=C(C=CC=C2C)C)=O)=O)C(=CC=C1)C bis(2,6-dimethylbenzoyl)-isobutylphosphine oxide